N-(1-(methyl-d3)-3-(((2R,3R)-2-methyloxetan-3-yl)oxy)-1H-pyrazol-4-yl)formamide C(N1N=C(C(=C1)NC=O)O[C@H]1[C@H](OC1)C)([2H])([2H])[2H]